ClC1=CC=CC(=N1)N1N=C2CCC(CC2=C1O)N1CCN(CC1)C 2-(6-chloro-pyridin-2-yl)-5-(4-methyl-piperazin-1-yl)-4,5,6,7-tetrahydro-2H-indazol-3-ol